monoethoxydiisopropoxytert-butoxysilane C(C)O[Si](OC(C)(C)C)(OC(C)C)OC(C)C